3-(2-(Difluoromethyl)-4-fluorobenzyl)-1-(4-(hydroxymethyl)-3-(pyridazin-4-yl)-1H-pyrazol-5-yl)pyrrolidin-2-one FC(C1=C(CC2C(N(CC2)C2=C(C(=NN2)C2=CN=NC=C2)CO)=O)C=CC(=C1)F)F